The molecule is the dihydrchloride salt of ethambutol. A bacteriostatic antimycobacterial drug, it is effective against Mycobacterium tuberculosis and some other mycobacteria. It is used in combination with other antituberculous drugs in the treatment of pulmonary and extrapulmonary tuberculosis; resistant strains of M. tuberculosis are readily produced if ethambutol dihydrochloride is used alone. It has a role as an antitubercular agent. It contains an ethambutol. CC[C@@H](CO)[NH2+]CC[NH2+][C@@H](CC)CO.[Cl-].[Cl-]